bromosorbitol BrC(O)[C@H](O)[C@@H](O)[C@H](O)[C@H](O)CO